C(OCCCCCC)([O-])=O.[Na+] sodium hexyl carbonate